C(C)(C)(C)OC(=O)N1CCC(CC1)\C=C\C=O 4-[(1E)-3-oxoprop-1-en-1-yl]piperidine-1-carboxylic acid tert-butyl ester